6-((4-(5-(difluoromethyl)-1,3,4-oxadiazol-2-yl)-2-fluorobenzyl)(phenyl)thiocarbamoyl)-2,6-diazaspiro[3.3]heptane-2-carboxylic acid tert-butyl ester C(C)(C)(C)OC(=O)N1CC2(C1)CN(C2)C(N(C2=CC=CC=C2)CC2=C(C=C(C=C2)C=2OC(=NN2)C(F)F)F)=S